3,5-dinitro-benzotrifluoride [N+](=O)([O-])C=1C=C(C=C(C1)[N+](=O)[O-])C(F)(F)F